COC1=CC=C(C=C1)C(=CC1=NC2=C(N1C)C=CC=C2)OC(C2=CC=C(C=C2)OC)=O 1-(4-Methoxy-phenyl)-2-(1-methyl-1H-benzo[d]imidazol-2-yl)vinyl-4-methoxybenzoat